Tert-butyl N-[3-[[(2S)-6-(tert-butoxycarbonylamino)-2-(9H-fluoren-9-ylmethoxycarbonylamino)hexanoyl]amino]-2-hydroxy-propyl]-N-[3-(tert-butoxycarbonylamino)-2-hydroxy-propyl]carbamate C(C)(C)(C)OC(=O)NCCCC[C@@H](C(=O)NCC(CN(C(OC(C)(C)C)=O)CC(CNC(=O)OC(C)(C)C)O)O)NC(=O)OCC1C2=CC=CC=C2C=2C=CC=CC12